8-arabinosyl-6-glucosyl-5,7-dihydroxyflavone C1([C@@H](O)[C@H](O)[C@H](O)CO1)C=1C(=C(C(=C2C(C=C(OC12)C1=CC=CC=C1)=O)O)C1[C@H](O)[C@@H](O)[C@H](O)[C@H](O1)CO)O